1-(6-(6-chloro-8-fluoro-7-(6-fluoro-1H-indazol-7-yl)-2-(((S)-1-methylpyrrolidin-2-yl)methoxy)quinazolin-4-yl)-2,6-diazaspiro[3.3]heptan-2-yl)prop-2-en-1-one ClC=1C=C2C(=NC(=NC2=C(C1C=1C(=CC=C2C=NNC12)F)F)OC[C@H]1N(CCC1)C)N1CC2(CN(C2)C(C=C)=O)C1